C1[C@@H]2[C@H]([C@H]([C@@H](O2)N3C=NC4=C3N=C(NC4=O)N)OP(=O)(OC[C@@H]5[C@H]([C@H]([C@@H](O5)N6C=NC7=C(N=CN=C76)N)O)OP(=O)(O1)O)O)O The molecule is a cyclic purine dinucleotide that consists of AMP and GMP units cyclised via 3',5'- and 2',5'-linkages respectively. It is a cyclic purine dinucleotide, a guanyl ribonucleotide and an adenyl ribonucleotide. It derives from a Gp[2'-5']Ap[3']. It is a conjugate acid of a 2'-3'-cGAMP(2-).